C1(CC1)OC1=C(C=NC=C1)C(=O)NC1=CC(=C(C(=C1)F)OC1=CC=NC2=CC(=C(C=C12)OC)OC[C@H](C)O)F (S)-4-cyclopropoxy-N-(3,5-difluoro-4-((7-(2-hydroxypropoxy)-6-methoxyquinolin-4-yl)oxy)phenyl)pyridine-3-carboxamide